C1(=CC=CC=C1)C#CSC1=CC=C(C=C1)Br phenyl-(p-bromophenylthio)acetylene